(2-bromo-6-(difluoromethoxy)phenyl)methylamine BrC1=C(C(=CC=C1)OC(F)F)CN